butyl (3-(methylcarbamoyl)cyclobutyl)carbamate CNC(=O)C1CC(C1)NC(OCCCC)=O